(±)-3-(dimethylamino)-9-(4-fluoronaphthalen-1-yl)-1,8-dimethoxy-10-phenylacridine CN(C=1C=C(C=2[C@@H](C3=C(C=CC=C3N(C2C1)C1=CC=CC=C1)OC)C1=CC=C(C2=CC=CC=C12)F)OC)C |r|